CN1C=C(C[C@@H](NC(=O)OCC(C)(C)C)C(=O)O)C2=CC=CC=C12 1-methyl-Nα-((neopentyloxy)carbonyl)-D-tryptophan